(4,4'-bismaleimidophenyl)propane C1(C=CC(N1C1(CC=C(C=C1)CCC)N1C(C=CC1=O)=O)=O)=O